2'-chloro-N-(5-(4,5-dimethyl-6-(trifluoromethyl)nicotinoyl)-5,6-dihydro-4H-pyrrolo[3,4-d]thiazol-2-yl)-5'-methoxy-6-methyl-[4,4'-bipyridine]-3-carboxamide ClC1=NC=C(C(=C1)C1=C(C=NC(=C1)C)C(=O)NC=1SC2=C(N1)CN(C2)C(C2=CN=C(C(=C2C)C)C(F)(F)F)=O)OC